FC1=C(C=CC(=C1)C=1C=2C(=C(SC2N2C(=NN=C2[C@@H](N1)C)C)C)C)C1CCC2(CCN(C2)C(=O)OC(C)(C)C)CC1 tert-butyl 8-[2-fluoro-4-[(9S)-4,5,9,13-tetramethyl-3-thia-1,8,11,12-tetrazatricyclo[8.3.0.02,6]trideca-2(6),4,7,10,12-pentaen-7-yl]phenyl]-2-azaspiro[4.5]decane-2-carboxylate